6-amino-2-(3,5-dichloro-4-((4-chloroquinolin-6-yl)oxy)phenyl)-1,2,4-triazine-3,5(2H,4H)-dione NC=1C(NC(N(N1)C1=CC(=C(C(=C1)Cl)OC=1C=C2C(=CC=NC2=CC1)Cl)Cl)=O)=O